COS(=O)(=O)CCCC butanesulfonic acid methyl ester